OCC1=CC=C(C=C1)C=1C=C(C=C(C1)OCC1(CC1)C(F)(F)F)C(=O)N1CCN(CC1)C=1OC=2C(=NC(=CC2)C)N1 [3-[4-(hydroxymethyl)phenyl]-5-[[1-(trifluoromethyl)cyclopropyl]methoxy]phenyl]-[4-(5-methyl-[1,3]oxazolo[4,5-b]pyridin-2-yl)piperazin-1-yl]methanone